tert-butyl 4-(4'-chloro-5'-oxo-5'H-spiro[cyclohexane-1,7'-indolo[1,2-a]quinazolin]-9'-yl)-3,6-dihydropyridine-1(2H)-carboxylate ClC=1C=2C(N=C3N(C2C=CC1)C1=CC=C(C=C1C31CCCCC1)C=1CCN(CC1)C(=O)OC(C)(C)C)=O